Tert-butyl 3-(pyridin-4-yl)azetidine-1-carboxylate N1=CC=C(C=C1)C1CN(C1)C(=O)OC(C)(C)C